COC(=O)C=1C=CC(=C(C1)C1=CC=CC=C1)O[C@@H]1CN(CC1)C(=O)OC(C)(C)C tert-butyl (S)-3-((5-(methoxycarbonyl)-[1,1'-biphenyl]-2-yl)oxy)pyrrolidine-1-carboxylate